1-[3-(5-methyltriazol-1-yl)phenyl]-6-oxo-pyridazine-3-carboxamide CC1=CN=NN1C=1C=C(C=CC1)N1N=C(C=CC1=O)C(=O)N